8-((cis-4-((tert-butyldimethylsilyl)oxy)cyclohexyl)oxy)-2,5,7-trichloroquinazoline [Si](C)(C)(C(C)(C)C)O[C@H]1CC[C@H](CC1)OC=1C(=CC(=C2C=NC(=NC12)Cl)Cl)Cl